C(C)(C)(C)OC(=O)C1=C(NC(C)C=2C=C(C=C3C(C=C(OC23)C=2CCN(CC2)C(=O)OC(C)(C)C)=O)C)C=CC=C1 tert-butyl 4-[8-[1-(2-tert-butoxycarbonylanilino)ethyl]-6-methyl-4-oxo-chromen-2-yl]-3,6-dihydro-2H-pyridine-1-carboxylate